N-(4-(2,6-dioxopiperidin-3-yl)pyridin-2-yl)acetamide O=C1NC(CCC1C1=CC(=NC=C1)NC(C)=O)=O